4,5-dimethoxy-3-iodobenzaldehyde COC1=C(C=C(C=O)C=C1OC)I